NC1=C(C=C(C=C1)N(C)C)NC(=O)N1C=CC2=C1N=CN=C2N(C)[C@H]2CN(CC[C@H]2C)C(CC#N)=O N-(2-amino-5-(dimethylamino)phenyl)-4-(((3R,4R)-1-(2-cyanoacetyl)-4-methylpiperidin-3-yl)(methyl)amino)-7H-pyrrolo[2,3-d]pyrimidine-7-carboxamide